O1C(OCC1)CCN1CCN(CC1)C=1C=C2C(N(C(C2=CC1)=O)C1C(NC(CC1)=O)=O)=O 5-(4-(2-(1,3-Dioxolan-2-yl)ethyl)piperazin-1-yl)-2-(2,6-Dioxopiperidin-3-yl)isoindole-1,3-dione